N1,N4-bis(2-(((E)-octadec-9-enoyl)oxy)butyl)-N1,N4-ditetradecylbutane-1,4-diaminium C(CCCCCCC\C=C\CCCCCCCC)(=O)OC(C[NH+](CCCC[NH+](CCCCCCCCCCCCCC)CC(CC)OC(CCCCCCC\C=C\CCCCCCCC)=O)CCCCCCCCCCCCCC)CC